Naphthalen-1-ylmethyl (1s,4s)-4-(2-fluoro-4-methoxy-5-((4-(((1-methylcyclobutyl)methyl)carbamoyl)pyridin-3-yl)carbamoyl)phenoxy)-1-methylcyclohexane-1-carboxylate FC1=C(OC2CCC(CC2)(C(=O)OCC2=CC=CC3=CC=CC=C23)C)C=C(C(=C1)OC)C(NC=1C=NC=CC1C(NCC1(CCC1)C)=O)=O